cyclopentyl-D-glycine C1(CCCC1)NCC(=O)O